O1CC(CC1)OC(NS(=O)(=O)C=1SC(=CC1C1=CC=C(C=C1)CN1C(=NC=C1)Cl)CC(C)C)=O (3-(4-((2-chloro-1H-imidazol-1-yl)methyl)phenyl)-5-isobutylthiophene-2-yl)sulfonylcarbamic acid tetrahydrofuran-3-yl ester